E-4-isopropyl-3,5-dihydroxyl-stilbene C(C)(C)C1=C(C=C(C=C1O)\C=C\C1=CC=CC=C1)O